(1s,3s)-3-(3-(2-(2-formyl-3,5-dimethoxyphenoxy)acetamido)-1H-pyrazol-5-yl)cyclobutyl 3-oxa-6-azabicyclo[3.1.1]heptane-6-carboxylate [C@H]12COCC(N1C(=O)OC1CC(C1)C1=CC(=NN1)NC(COC1=C(C(=CC(=C1)OC)OC)C=O)=O)C2